1,1'-(3,3'-ditrifluoromethoxy[1,1'-biphenyl]-4,4'-diyl)bis{4-amino-3-[(E)-diazenyl]naphthalene-1-carboxylic acid} FC(OC=1C=C(C=CC1C1(CC(=C(C2=CC=CC=C12)N)\N=N\[H])C(=O)O)C1=CC(=C(C=C1)C1(CC(=C(C2=CC=CC=C12)N)\N=N\[H])C(=O)O)OC(F)(F)F)(F)F